tert-Butyl N-[4-carbamoyl-5-[4-[2-[[3-(2,2-dimethylcyclobutyl)isoxazol-5-yl]amino]-2-oxo-ethyl]phenyl]-2-isopropyl-pyrazol-3-yl]carbamate C(N)(=O)C1=C(N(N=C1C1=CC=C(C=C1)CC(=O)NC1=CC(=NO1)C1C(CC1)(C)C)C(C)C)NC(OC(C)(C)C)=O